C(C)(C)(C)OC(=O)NCCCCCCCCOC=1C=C(C=CC1)CC(=O)OC(C)(C)C tert-butyl 2-{3-[(8-{[(tert-butoxy)carbonyl]amino}octyl) oxy]phenyl}acetate